N'-(4-iodophenyl)-2-pyridinecarbohydrazide IC1=CC=C(C=C1)NNC(=O)C1=NC=CC=C1